N-{2-oxo-1-[(1S)-1-[6-(trifluoromethyl)pyridin-2-yl]ethyl]quinoxalin-6-yl}-3-[3-(trifluoromethyl)phenyl]propanamide O=C1N(C2=CC=C(C=C2N=C1)NC(CCC1=CC(=CC=C1)C(F)(F)F)=O)[C@@H](C)C1=NC(=CC=C1)C(F)(F)F